N1C2C(CC1=O)CNC2 hexahydropyrrolo[3,4-b]pyrrol-2(1H)-one